tert-Butyl 4-(2-aminophenyl)piperazine-1-carboxylate NC1=C(C=CC=C1)N1CCN(CC1)C(=O)OC(C)(C)C